4-boronothiophene-2-carboxylic acid B(O)(O)C=1C=C(SC1)C(=O)O